C(C1=CN=CC=C1)(=O)N[C@H](C(=O)NC1=CC=C(C=C1)S(=O)(=O)Cl)CC1=CC=CC=C1 (S)-4-(2-(nicotinamido)-3-phenylpropionamido)benzene-1-sulfonyl chloride